N-e-(carboxymethyl)lysine C(=O)(O)CN[C@@H](CCCCN)C(=O)O